BrC=1SC2=C(N1)SC(=N2)N([C@@H]2C[C@@H](NCC2)CO)C ((2R,4S)-4-((5-bromothiazolo[5,4-d]thiazol-2-yl)(methyl)amino)piperidin-2-yl)methanol